(2-(dimethylamino)ethyl)carbamic acid tert-butyl ester C(C)(C)(C)OC(NCCN(C)C)=O